2-[[2-[6-(3-cyclopropyl-1,2,4-triazol-1-yl)-2-azaspiro[3.3]heptane-2-carbonyl]-2,6-diazaspiro[3.3]heptane-6-yl]methyl]benzenesulfonamide C1(CC1)C1=NN(C=N1)C1CC2(CN(C2)C(=O)N2CC3(C2)CN(C3)CC3=C(C=CC=C3)S(=O)(=O)N)C1